isopropyl ((S)-(((2R,3R,4R,5R)-4-fluoro-3-hydroxy-5-(4-(2-methylpyrimidine-4-carboxamido)-2-oxopyridin-1(2H)-yl)tetrahydrofuran-2-yl)methoxy)(phenoxy)phosphoryl)-L-alaninate F[C@@H]1[C@@H]([C@H](O[C@H]1N1C(C=C(C=C1)NC(=O)C1=NC(=NC=C1)C)=O)CO[P@](=O)(OC1=CC=CC=C1)N[C@@H](C)C(=O)OC(C)C)O